1-((2S,4R)-2-(benzo[d]thiazol-2-yl)-4-hydroxypyrrolidin-1-yl)-2-(4-(furan-2-yl)-1H-1,2,3-triazol-1-yl)-3-methylbutan-1-one S1C(=NC2=C1C=CC=C2)[C@H]2N(C[C@@H](C2)O)C(C(C(C)C)N2N=NC(=C2)C=2OC=CC2)=O